5-chloro-2-(difluoromethyl)-N-((1r,4r)-4-((3-(2-fluorophenyl)-2-oxo-2,3-dihydro-1H-imidazo[4,5-b]pyridin-1-yl)methyl)cyclohexyl)nicotinamide ClC=1C=NC(=C(C(=O)NC2CCC(CC2)CN2C(N(C3=NC=CC=C32)C3=C(C=CC=C3)F)=O)C1)C(F)F